(2r,5s)-5-[2-(4-chloro-3-fluorophenoxy)acetamido]-N-(3,5-dimethylphenyl)piperidine-2-carboxamide ClC1=C(C=C(OCC(=O)N[C@H]2CC[C@@H](NC2)C(=O)NC2=CC(=CC(=C2)C)C)C=C1)F